N-(4,6-dimethylpyridin-2-yl)-1-methyl-2-(4-(methylsulfonyl)phenyl)-6-(4-(4-(tetrahydro-2H-pyran-4-yl)piperazin-1-yl)phenyl)-1H-benzo[d]imidazol-4-amine CC1=CC(=NC(=C1)C)NC1=CC(=CC=2N(C(=NC21)C2=CC=C(C=C2)S(=O)(=O)C)C)C2=CC=C(C=C2)N2CCN(CC2)C2CCOCC2